[Cl-].C(CCCCCCCCCCC)N1C(N(C=C1)CC1=CC=CC=C1)C 1-dodecyl-2-methyl-3-benzylimidazole Chloride